COC=1C=C(C=CC1NCC#C[Si](C)(C)C)S(=O)(=O)NCCOCCOCCOCCNC(OC(C)(C)C)=O tert-Butyl N-[2-[2-[2-[2-[[3-methoxy-4-(3-trimethylsilylprop-2-ynylamino)phenyl]-sulfonylamino]ethoxy]ethoxy]ethoxy]ethyl]carbamate